C(CCC=C)OC1CN(C1)C(=O)OC(C)(C)C tert-butyl 3-(pent-4-enyloxy)azetidine-1-carboxylate